CS(=O)(=O)OC1=CC=CC=2COC(OCC21)C=2N=C(SC2)C2CCN(CC2)C(CN2N=C(C=C2C)C)=O 4-[4-(6-methylsulfonyloxy-1,5-dihydro-3H-2,4-benzodioxepin-3-yl)-2-thiazolyl]-1-[2-(3,5-dimethyl-1H-pyrazol-1-yl)acetyl]piperidine